N-(8-Aminooctyl)-2-((2-(2,6-dioxopiperidin-3-yl)-1,3-dioxoisoindolin-4-yl)oxy)acetamide trifluoroacetate salt FC(C(=O)O)(F)F.NCCCCCCCCNC(COC1=C2C(N(C(C2=CC=C1)=O)C1C(NC(CC1)=O)=O)=O)=O